4-ethyl-3,5-heptanediol bis(4-n-butylbenzoate) C(CCC)C1=CC=C(C(=O)OC(CC)C(C(CC)OC(C2=CC=C(C=C2)CCCC)=O)CC)C=C1